tert-butyl ((5-(azidomethyl)thiophen-2-yl)methyl)carbamate N(=[N+]=[N-])CC1=CC=C(S1)CNC(OC(C)(C)C)=O